2-hexyldecyl 8-aminooctanoate NCCCCCCCC(=O)OCC(CCCCCCCC)CCCCCC